1-(4-fluorophenyl)-2-oxo-1,2-dihydropyridine-3-carboxylic acid methyl ester COC(=O)C=1C(N(C=CC1)C1=CC=C(C=C1)F)=O